ClC1=C2C(=CN=CC2=CC=C1)C(NC(=O)[C@@H]1[C@H]2C([C@H]2CN1C([C@H](C(C)(C)C)NC1=NC(=CN=C1)C(F)(F)F)=O)(C)C)C#N (1R,2S,5S)-N-[(5-chloro-4-isoquinolyl)-cyano-methyl]-3-[(2S)-3,3-dimethyl-2-[[6-(trifluoromethyl)pyrazin-2-yl]amino]butanoyl]-6,6-dimethyl-3-azabicyclo[3.1.0]hexane-2-carboxamide